C(C)OC1=C(C=CC(=C1)OCC)OP(OC1=C(C=C(C=C1)OCC)OCC)(=O)C(C(C)=O)C(C1=CC=C(C=C1)C)N [1-(1-amino-1-p-tolylmethyl)-2-oxopropyl]phosphonic acid bis(2,4-diethoxyphenyl) ester